CC1(N(CC2=C1N=C(N=C2N2[C@@H](COCC2)C)C2=C1C=CNC1=NC=C2)C(C2=CC(=CC=C2)S(=O)(=O)C)=O)C (R)-7,7-dimethyl-2-(1H-7-azaindol-4-yl)-6-(3-methylsulfonylbenzoyl)-4-(3-methylmorpholin-4-yl)-6,7-dihydro-5H-pyrrolo[3,4-d]pyrimidine